1-(4-((2-(2,4-dihydroxy-5-isopropylbenzoyl)isoindoline-5-Yl)methyl)piperazin-1-yl)propan-1-one OC1=C(C(=O)N2CC3=CC=C(C=C3C2)CN2CCN(CC2)C(CC)=O)C=C(C(=C1)O)C(C)C